COC1=C(CN(C=2OC3=C(C=NC=C3N3CCC(CCC3)C(=O)N3[C@H](C4=C(C=C(C=C4CC3)Cl)Cl)C)N2)CC2=C(C=C(C=C2)OC)OC)C=CC(=C1)OC (1-(2-(bis(2,4-dimethoxybenzyl)amino)oxazolo[4,5-c]pyridin-7-yl)azepan-4-yl)((S)-6,8-dichloro-1-methyl-3,4-dihydroisoquinolin-2(1H)-yl)methanone